4-(1-methylpiperidin-4-yl)isoindoline-2-carbonitrile CN1CCC(CC1)C1=C2CN(CC2=CC=C1)C#N